1-(2,2-difluoroethyl)-3-methyl-1H-pyrazol FC(CN1N=C(C=C1)C)F